[Na+].COC(=O)/C(/CS(=O)(=O)[O-])=C/CCC (Z)-2-(methoxycarbonyl)hex-2-ene-1-sulfonic acid sodium salt